3-(6-(methylsulfonyl)-4,5,6,7-tetrahydrothieno[2,3-c]pyridin-2-yl)-5-(trifluoromethyl)-1,2,4-oxadiazole CS(=O)(=O)N1CC2=C(CC1)C=C(S2)C2=NOC(=N2)C(F)(F)F